2-Cyclopropyl-6-oxo-1-propyl-8-[1-(3-trifluoromethyl-benzyl)-1H-pyrazol-4-yl]-1,6-dihydro-purin-9-ylmethyl butyrate C(CCC)(=O)OCN1C=2N=C(N(C(C2N=C1C=1C=NN(C1)CC1=CC(=CC=C1)C(F)(F)F)=O)CCC)C1CC1